COC(CCCC(C=C)C)(C)C 7-methoxy-3,7-dimethyl-1-octene